C(C)(C)(C)N1[C@H](CC[C@@H](C1)NC(COC1=CC(=C(C=C1)Cl)Cl)=O)C(=O)NN tert-butyl-(2R,5S)-5-[2-(3,4-dichloro-phenoxy)acetamido]-2-(hydrazine-carbonyl)piperidine